3-(1,4-Dimethyl-1H-benzo[d][1,2,3]triazol-5-yl)-3-(3-((R)-2-ethyl-2,3-dihydrobenzo[f][1,4]oxazepin-4(5H)-yl)-2,3-dihydro-1H-inden-5-yl)-2,2-dimethylpropanoic acid, formic acid salt C(=O)O.CN1N=NC2=C1C=CC(=C2C)C(C(C(=O)O)(C)C)C=2C=C1C(CCC1=CC2)N2C[C@H](OC1=C(C2)C=CC=C1)CC